sinapyl-cholesterol C(\C=C\C1=CC(OC)=C(O)C(OC)=C1)CC(C)CCC[C@@H](C)[C@H]1CC[C@H]2[C@@H]3CC=C4C[C@@H](O)CC[C@]4(C)[C@H]3CC[C@]12C